2-(2-Nitrothiophen-3-yl)sulfanyl-1-pyrrolidin-1-ylethanone [N+](=O)([O-])C=1SC=CC1SCC(=O)N1CCCC1